N-[4-[2-[4-(tert-butoxycarbonylamino)-1-piperidyl]thiazol-5-yl]-3-(tert-butylsulfamoyl)phenyl]carbamate C(C)(C)(C)OC(=O)NC1CCN(CC1)C=1SC(=CN1)C1=C(C=C(C=C1)NC([O-])=O)S(NC(C)(C)C)(=O)=O